C(C=CCC(=O)O)(=O)O.COC mono-methyl ether glutaconate